BrC1=CC=C(CS(=O)(=O)N2CC=C(CC2)C=2C=C(C(=NC2)C(=O)NCC(=O)O)O)C=C1 (5-(1-((4-bromobenzyl)sulfonyl)-1,2,5,6-tetrahydropyridin-4-yl)-3-hydroxy-pyridine-2-carbonyl)glycine